4-(2-fluoro-6-methoxyphenyl)-2-(6-(4-methylpiperazin-1-yl)pyridin-2-yl)-2,3-dihydro-1H-pyrrolo[3,4-c]pyridin-1-one FC1=C(C(=CC=C1)OC)C1=NC=CC2=C1CN(C2=O)C2=NC(=CC=C2)N2CCN(CC2)C